tert-butyl ((3-bromo-1-methyl-1H-pyrazol-4-yl)methyl)(methyl)carbamate BrC1=NN(C=C1CN(C(OC(C)(C)C)=O)C)C